FC=1C(C2=C(C(=C(C(=C2C(C1F)=O)F)F)F)F)=O perfluoro-naphthoquinone